CN1C(=NC=C1C(=O)O)CN1C[C@H](CC1)N1C(N(C=2C1=NC=CC2)C2=CC=C(C=C2)[N+](=O)[O-])=O (S)-1-methyl-2-((3-(1-(4-nitrophenyl)-2-oxo-1,2-dihydro-3H-imidazo[4,5-b]pyridin-3-yl)pyrrolidin-1-yl)methyl)-1H-imidazole-5-carboxylic acid